(E)-6-(6-ethoxypyridin-3-yl)-N'-((6-(1-hydroxyethyl)-4-methoxypyridin-2-yl)methylene)pyrazine-2-carbohydrazide C(C)OC1=CC=C(C=N1)C1=CN=CC(=N1)C(=O)N/N=C/C1=NC(=CC(=C1)OC)C(C)O